C12CNCC(CC1)N2C2=CC(=NC=C2)OC2CC(C2)OC2CCN(CC2)C2(CC2)C2CCN(CC2)C2=NOC(=C2)C(C(=O)OC)C(C)C methyl 2-[3-[4-[1-[4-[3-[[4-(3,8-diazabicyclo[3.2.1]octan-8-yl)-2-pyridyl]oxy]cyclobutoxy]-1-piperidyl]cyclopropyl]-1-piperidyl]isoxazol-5-yl]-3-methyl-butanoate